1-(bromo-methyl)-2-methoxy-4-(trifluoro-methyl)benzene BrCC1=C(C=C(C=C1)C(F)(F)F)OC